(3R)-4-amino-N-(2-(cis-3-hydroxycyclobutyl)ethyl)-3-methyl-N-((5-(trifluoromethyl)-2-pyridinyl)methyl)-1,3-dihydrofuro[3,4-c]quinoline-8-carboxamide NC1=NC=2C=CC(=CC2C2=C1[C@H](OC2)C)C(=O)N(CC2=NC=C(C=C2)C(F)(F)F)CC[C@@H]2C[C@@H](C2)O